tert-butyl (tert-butoxycarbonyl)(4-(((1R,4R)-4-(((tert-butoxycarbonyl)amino)methyl)cyclohexyl)(2-(2,6-dioxopiperidin-3-yl)-1-oxoisoindolin-4-yl)amino)butyl)carbamate C(C)(C)(C)OC(=O)N(C(OC(C)(C)C)=O)CCCCN(C1=C2CN(C(C2=CC=C1)=O)C1C(NC(CC1)=O)=O)C1CCC(CC1)CNC(=O)OC(C)(C)C